1,4-di-p-toluylaminoanthraquinone C1(=CC=C(C=C1)NC1=CC=C(C=2C(C3=CC=CC=C3C(C12)=O)=O)NC1=CC=C(C=C1)C)C